((4-cyclopropyl-6-((3'-(4-cyclopropyl-5-(((S)-3-hydroxypyrrolidin-1-yl)methyl)picolinamido)-2,2'-dimethyl-[1,1'-biphenyl]-3-yl)carbamoyl)pyridin-3-yl)methyl)-D-serine C1(CC1)C1=C(C=NC(=C1)C(NC=1C(=C(C=CC1)C1=C(C(=CC=C1)NC(C1=NC=C(C(=C1)C1CC1)CN1C[C@H](CC1)O)=O)C)C)=O)CN[C@H](CO)C(=O)O